2-((hydroxyimino)methyl)-4H-thieno[3,2-b]pyrrole-4-carboxylic acid tert-butyl ester C(C)(C)(C)OC(=O)N1C2=C(C=C1)SC(=C2)C=NO